CNC(=O)C=1C=C2C=CC=NC2=C(N1)N1CCCC2=CC(=C(C=C12)C(F)F)C=1CCN(CC1)C(C)=O 8-[6-(1-acetyl-1,2,3,6-tetrahydropyridin-4-yl)-7-difluoromethyl-3,4-dihydro-2H-quinolin-1-yl]-[1,7]naphthyridine-6-carboxylic acid methylamide